2-(3,4-epoxycyclohexyl)ethyltriphenoxysilane C1(CC2C(CC1)O2)CC[Si](OC2=CC=CC=C2)(OC2=CC=CC=C2)OC2=CC=CC=C2